C(#N)N1C[C@H](CC1)NC(C1=CC=C(C=C1)C1=CC=NC=C1)=O (S)-N-(1-cyanopyrrolidin-3-yl)-4-(pyridin-4-yl)benzamide